2-Chloro-4-((5-(3,5-dimethylisoxazol-4-yl)-2-methylphenyl)(((1r,4r)-4-(((2-(2,6-dioxopiperidin-3-yl)-6-fluoro-1-oxoisoindolin-5-yl)amino)methyl)cyclohexyl)methyl)amino)benzonitrile ClC1=C(C#N)C=CC(=C1)N(CC1CCC(CC1)CNC=1C=C2CN(C(C2=CC1F)=O)C1C(NC(CC1)=O)=O)C1=C(C=CC(=C1)C=1C(=NOC1C)C)C